C(C)OC(\C(=C(\C)/N)\C1=C(C(=CC=C1)OC)F)=O (Z)-3-amino-2-(2-fluoro-3-methoxyphenyl)-2-butenoic acid ethyl ester